FC1([C@@H](C1)CN1N=C2N(C(N(CC2=C1)C1CCN(CC1)C1=C(C=CC=C1C)F)=O)CC1=C(C=CC=C1)C(F)(F)F)F 2-((S)-2,2-difluoro-cyclopropylmethyl)-5-[1-(2-fluoro-6-methyl-phenyl)-piperidin-4-yl]-7-(2-trifluoromethyl-benzyl)-2,4,5,7-tetrahydro-pyrazolo[3,4-d]pyrimidin-6-one